urea isopropoxide triacrylate C(C=C)(=O)[O-].C(C=C)(=O)[O-].C(C=C)(=O)[O-].CC([O-])C.NC(=O)N